((2-(2'-chloro-2''-fluoro-2-methyl-4''-(pyrrolidin-1-ylmethyl)-[1,1':3',1''-terphenyl]-3-yl)-6-(difluoromethoxy)benzo[d]oxazol-5-yl)methyl)-L-proline ClC1=C(C=CC=C1C1=C(C=C(C=C1)CN1CCCC1)F)C1=C(C(=CC=C1)C=1OC2=C(N1)C=C(C(=C2)OC(F)F)CN2[C@@H](CCC2)C(=O)O)C